(Z)-3-(carbamimidoyl-sulfanyl)prop-2-enoic acid C(N)(=N)S\C=C/C(=O)O